C(C)(C)(C)OC(=O)N1[C@@H](CN([C@H](C1)C)C=1C2=C(N=CN1)N(C=C2N2CCC2)C2=CC(=CC=C2)F)C (2r,5s)-4-(5-(azetidin-1-yl)-7-(3-fluorophenyl)-7H-pyrrolo[2,3-d]pyrimidin-4-yl)-2,5-dimethylpiperazine-1-carboxylic acid tert-butyl ester